di-tert-butyl-(2R,4R)-4-((6-chloro-5-fluoropyridin-2-yl)methyl)-2-methylpiperidine-1,4-dicarboxylate C(C)(C)(C)OC(=O)N1[C@@H](C[C@@](CC1)(C(=O)OC(C)(C)C)CC1=NC(=C(C=C1)F)Cl)C